(3,4-dichloro-5-fluoro-1H-indol-2-yl)(4-((2R,4R)-4-fluoro-1-methylpyrrolidine-2-carbonyl)piperazin-1-yl)methanone ClC1=C(NC2=CC=C(C(=C12)Cl)F)C(=O)N1CCN(CC1)C(=O)[C@@H]1N(C[C@@H](C1)F)C